FC1(CC(C1)OCC1=NN(C2=CC=C(C=C12)NC(OC(C)(C)C)=O)C)F tert-butyl (3-((3,3-difluorocyclobutyloxy)methyl)-1-methyl-1H-indazol-5-yl)carbamate